(2-((2-((2-methoxy-6-(4-methylpiperazin-1-yl)pyridin-3-yl)amino)-7H-pyrrolo[2,3-d]pyrimidin-4-yl)amino)phenyl)dimethylphosphine COC1=NC(=CC=C1NC=1N=C(C2=C(N1)NC=C2)NC2=C(C=CC=C2)P(C)C)N2CCN(CC2)C